1-(4-(4-((3-chloro-4-((4,5,6,7-tetrahydropyrazolo[1,5-a]pyridin-3-yl)methoxy)phenyl)amino)-7H-pyrrolo[2,3-d]pyrimidin-5-yl)piperidin-1-yl)prop-2-en-1-one ClC=1C=C(C=CC1OCC=1C=NN2C1CCCC2)NC=2C1=C(N=CN2)NC=C1C1CCN(CC1)C(C=C)=O